(R)-N-((2-(2,4-difluorobenzyl)tetrahydrofuran-2-yl)methyl)-1-methyl-5-oxo-4,5-dihydro-1H-1,2,4-triazole-3-carboxamide FC1=C(C[C@@]2(OCCC2)CNC(=O)C2=NN(C(N2)=O)C)C=CC(=C1)F